C1(=CCCCC1)C=1C(=C(C=NC1C)C(=O)NC1=CC(=C(C=C1)OC1=CC=NC2=CC(=CN=C12)OC)F)O 5-(Cyclohexen-1-yl)-N-[3-fluoro-4-[(7-methoxy-1,5-naphthyridin-4-yl)oxy]phenyl]-4-hydroxy-6-methylpyridine-3-carboxamide